1-ethyl-3-(5-fluoro-6-((4-(2-methyl-6-(1H-pyrazol-1-yl)pyridin-3-yl)piperidin-1-yl)methyl)pyrimidin-4-yl)urea C(C)NC(=O)NC1=NC=NC(=C1F)CN1CCC(CC1)C=1C(=NC(=CC1)N1N=CC=C1)C